5-(3-(difluoromethyl)-6-(2-(ethoxymethoxy)-6-methyl-4-(trifluoromethyl)phenyl)-2H-pyrazolo[3,4-b]pyridin-2-yl)-1-methylpiperidin-2-one FC(C=1N(N=C2N=C(C=CC21)C2=C(C=C(C=C2C)C(F)(F)F)OCOCC)C2CCC(N(C2)C)=O)F